3',5'-bis((t-butyldimethylsilyl)oxy)-5-hydroxy-[1,1'-biphenyl]-3-carboxylic acid benzyl ester C(C1=CC=CC=C1)OC(=O)C=1C=C(C=C(C1)O)C1=CC(=CC(=C1)O[Si](C)(C)C(C)(C)C)O[Si](C)(C)C(C)(C)C